7-isopropoxy-2-(3-methoxy-1-bicyclo[1.1.1]pentyl)imidazo[1,2-a]pyridine-6-carboxylic acid methyl ester COC(=O)C=1C(=CC=2N(C1)C=C(N2)C21CC(C2)(C1)OC)OC(C)C